2-azabicyclo[3.1.0]hexane-3-one C12NC(CC2C1)=O